rac-5-(aminomethyl)-5-tert-butylimidazolidine-2,4-dione NC[C@@]1(C(NC(N1)=O)=O)C(C)(C)C |r|